tert-butyl 6-(2-(3,4-difluorophenyl)acetyl)-2,6-diazaspiro[3.3]heptane-2-carboxylate FC=1C=C(C=CC1F)CC(=O)N1CC2(CN(C2)C(=O)OC(C)(C)C)C1